2,5-dioxopyrrolidin-1-yl-pent-4-enoate O=C1N(C(CC1)=O)C(C(=O)[O-])CC=C